C(C)OC(=O)C=1C(=NN(C1)C1CCC(CC1)NC(=O)OC(C)(C)C)OCCOC(C)C 3-[2-(propan-2-yloxy)ethoxy]-1-[(1r,4r)-4-{[(tert-butoxy)carbonyl]amino}cyclohexyl]-1H-pyrazole-4-carboxylic acid ethyl ester